tert-butyl 3-(6-(5-aminopyrazolo[1,5-a]pyridin-3-yl)pyridin-2-yl)piperidine-1-carboxylate NC1=CC=2N(C=C1)N=CC2C2=CC=CC(=N2)C2CN(CCC2)C(=O)OC(C)(C)C